methoxy-[3,3'-bipyridine]-5-carboxamide COC1=NC=C(C=C1C=1C=NC=CC1)C(=O)N